The molecule is a steroid acid anion that is the conjugate base of (25S)-Delta(7)-dafachronic acid, obtained by deprotonation of the carboxy group; major species at pH 7.3. It is a conjugate base of a (25S)-Delta(7)-dafachronic acid. C[C@H](CCC[C@H](C)C(=O)[O-])[C@H]1CC[C@@H]2[C@@]1(CC[C@H]3C2=CC[C@@H]4[C@@]3(CCC(=O)C4)C)C